tert-butyl (1-(4-iodophenoxy)propan-2-yl)carbamate IC1=CC=C(OCC(C)NC(OC(C)(C)C)=O)C=C1